ClC=1C=C(C(=NC1)N1C([C@H](N(C(C1)=O)CC1=CC=C(C=C1)C(F)F)C12CC(C1)(C2)O)=O)F (R)-1-(5-chloro-3-fluoro-pyridin-2-yl)-4-(4-(difluoromethyl)benzyl)-3-(3-hydroxybicyclo[1.1.1]-pentan-1-yl)piperazine-2,5-dione